(1-aminoisoquinolin-7-yl)boric acid NC1=NC=CC2=CC=C(C=C12)OB(O)O